S1C(=NC=C1)CC(=O)O 2-(thiazol-2-yl)acetic acid